ClC1=NC(=NC(=C1C(F)(F)F)C1=C(C=CC=C1C)C)NS(=O)(=O)C=1C=C(C(=O)O)C=CC1 3-[[4-chloro-6-(2,6-dimethylphenyl)-5-(trifluoromethyl)pyrimidin-2-yl]sulfamoyl]benzoic acid